3,5-dimethoxy-naphthoic acid COC=1C=C(C2=CC=CC(=C2C1)OC)C(=O)O